tert-butyl-(4,4,5,5-tetramethyl-1,3,2-dioxaborolan-2-yl)-2H-pyrrole-1(5H)-carboxylate C(C)(C)(C)C1(N(CC=C1)C(=O)[O-])B1OC(C(O1)(C)C)(C)C